B(O)(O)C1=CC(=C(C(=O)O)C=C1)F 4-borono-2-fluorobenzoic acid